C(C1=CC=CC=C1)NC(=O)C=C(C(=O)O)C 3-(benzylcarbamoyl)2-methyl-acrylic acid